1-(3-((4-amino-6-chloro-1H-pyrazolo[3,4-d]pyrimidin-1-yl)methyl)-5-fluorophenylethyl)-5-(hydroxymethyl)pyridin-2(1H)-one NC1=C2C(=NC(=N1)Cl)N(N=C2)CC=2C=C(C=C(C2)F)CCN2C(C=CC(=C2)CO)=O